(R)-2-((5-(2-(6-((2-cyanoethyl)(methyl)amino)-2-methylhex-3-yl)-2,6-diazaspiro[3.4]oct-6-yl)-1,2,4-triazin-6-yl)oxy)-N-ethyl-5-fluoro-N-isopropylbenzamide C(#N)CCN(CCC[C@H](C(C)C)N1CC2(C1)CN(CC2)C=2N=CN=NC2OC2=C(C(=O)N(C(C)C)CC)C=C(C=C2)F)C